methyl (S)-2-((4-((6-((4-cyano-2-fluorophenoxy)-methyl)pyridin-2-yl)oxy)piperidin-1-yl)methyl)-3-(oxetan-2-ylmethyl)-3H-imidazo[4,5-b]pyridine-5-carboxylate C(#N)C1=CC(=C(OCC2=CC=CC(=N2)OC2CCN(CC2)CC2=NC=3C(=NC(=CC3)C(=O)OC)N2C[C@H]2OCC2)C=C1)F